5-(benzyloxy)-2-methyl-N-(6-oxopiperidin-3-yl)benzofuran-3-carboxamide Methyl-3-((4-((2-amino-4-phenylthiazol-5-yl)oxy)pyridin-2-yl)amino)benzoate COC(C1=CC(=CC=C1)NC1=NC=CC(=C1)OC1=C(N=C(S1)N)C1=CC=CC=C1)=O.C(C1=CC=CC=C1)OC=1C=CC2=C(C(=C(O2)C)C(=O)NC2CNC(CC2)=O)C1